FC=1C=C2C(N(N=C(C2=CC1F)[C@@H](C)N(C(=O)NC1=CC=C(C=C1)F)C)C)=O (R)-1-(1-(6,7-difluoro-3-methyl-4-oxo-3,4-dihydrophthalazin-1-yl)ethyl)-3-(4-fluorophenyl)-1-methylurea